N4-methyl-N2-([1,2,4]triazolo[4,3-a]pyridin-5-yl)-5-(trifluoromethyl)pyrimidine-2,4-diamine CNC1=NC(=NC=C1C(F)(F)F)NC1=CC=CC=2N1C=NN2